(E)-1-[4-[(6-bromo-2-methyl-3-pyridyl)oxy]-2-methyl-thiazol-5-yl]-3-(dimethylamino)prop-2-en-1-one BrC1=CC=C(C(=N1)C)OC=1N=C(SC1C(\C=C\N(C)C)=O)C